4-((1-butyl-3-(4-(2-(4-(((2-(2,6-dioxopiperidin-3-yl)-1,3-dioxoisoindolin-4-yl)amino)methyl)-1H-1,2,3-triazol-1-yl)ethoxy)phenyl)ureido)methyl)-N-hydroxybenzamide C(CCC)N(C(=O)NC1=CC=C(C=C1)OCCN1N=NC(=C1)CNC1=C2C(N(C(C2=CC=C1)=O)C1C(NC(CC1)=O)=O)=O)CC1=CC=C(C(=O)NO)C=C1